(4-(5-chloro-2-((1-methyl-1H-pyrazol-4-yl)amino)pyrimidin-4-yl)phenoxy)-2,2-dimethylpropionitrile ClC=1C(=NC(=NC1)NC=1C=NN(C1)C)C1=CC=C(OCC(C#N)(C)C)C=C1